2-[3-chloro-5-(propan-2-yl)phenyl]Acetic acid ClC=1C=C(C=C(C1)C(C)C)CC(=O)O